C(C)(=O)N[C@H](C(=O)OC)CS methyl (R)-2-acetamido-3-mercaptopropionate